azido-3'-deoxythymidine 5'-triphosphate P(O)(=O)(OP(=O)(O)OP(=O)(O)O)OC[C@@H]1CC[C@@](O1)(N1C(=O)NC(=O)C(C)=C1)N=[N+]=[N-]